C1C2=C(C(=O)C3=CC=CC=C31)N=CC=C2 azaanthrone